4-(2-(6-(2-chloro-4-(3-ethylureido)phenyl)-4-methyl-1,1-dioxido-1,2,6-thiadiazinan-2-yl)acetamido)adamantan-1-carboxamide ClC1=C(C=CC(=C1)NC(=O)NCC)N1CC(CN(S1(=O)=O)CC(=O)NC1C2CC3(CC(CC1C3)C2)C(=O)N)C